C12(CC(C1)C2)NC(CN2C(C(=CC=C2)NC([C@H](CC/C=C/C(=O)OC)NC(=O)C=2N=NSC2)=O)=O)=O (S,E)-methyl 7-(1-(2-(bicyclo[1.1.1]pentan-1-ylamino)-2-oxoethyl)-2-oxo-1,2-dihydropyridin-3-ylamino)-7-oxo-6-(1,2,3-thiadiazole-4-carboxamido)hept-2-enoate